8-bromo-7-methyl-2-[(tetrahydro-1H-pyrrolizin-7a(5H)-yl)methoxy]-7H-purin BrC1=NC2=NC(=NC=C2N1C)OCC12CCCN2CCC1